OCC#CC=1C=CC2=C(C3=C(S2)C=CC(=C3)[C@@]3(CC(N(C(N3)=N)C)=O)C)C1 (S)-6-(8-(3-Hydroxyprop-1-yn-1-yl)dibenzo[b,d]thiophen-2-yl)-2-imino-3,6-dimethyltetrahydropyrimidin-4(1H)-one